bis(2,2,2-trifluoroethyl) monochlorophosphate P(=O)(OCC(F)(F)F)(OCC(F)(F)F)Cl